(R)-3-(3-(3-(2-((6,7-dihydro-5H-pyrazolo[5,1-b][1,3]oxazin-3-yl)amino)pyrimidin-4-yl)phenyl)isoxazol-5-yl)-3-hydroxy-1-methylpyrrolidin-2-one N1=CC(=C2OCCCN21)NC2=NC=CC(=N2)C=2C=C(C=CC2)C2=NOC(=C2)[C@]2(C(N(CC2)C)=O)O